C1(CC1)S(=O)(=O)NC1=NC=CC(=N1)C(C(=O)NC1=CC=C(C=C1)C1=NC(=CN=C1)OCC)CC 2-(2-(cyclopropanesulfonamido)pyrimidin-4-yl)-N-(4-(6-ethoxypyrazin-2-yl)phenyl)butanamide